1-azabutadiene N=CC=C